OC=1C=C(C2=CC=CC=C2C1)CC1=CN(C2=C1N=C(N=C2N2C[C@@H](NCC2)CC#N)OC[C@H]2N(CCC2)C)C ((S)-4-(7-((3-hydroxynaphthalen-1-yl)methyl)-5-methyl-2-(((S)-1-methylpyrrolidin-2-yl)methoxy)-5H-pyrrolo[3,2-d]pyrimidin-4-yl)piperazin-2-yl)acetonitrile